P(=O)(OC(C)(C)C)(OC(C)(C)C)OCN1N=CC(=C1)C=1OC=C(N1)C(NC=1C(=NN(C1)[C@@H]1CC[C@H](CC1)OCC)C1=NC=CC=N1)=O di-tert-butyl ((4-(4-((1-(trans-4-ethoxycyclohexyl)-3-(pyrimidin-2-yl)-1H-pyrazol-4-yl)carbamoyl)oxazol-2-yl)-1H-pyrazol-1-yl)methyl) phosphate